N=1N=CN(C1)C1=CC(=C2C=NNC2=C1)NCCCNC(CCNCC1=CC(=CC=C1)CO)=O N-(3-((6-(4H-1,2,4-triazol-4-yl)-1H-indazol-4-yl)amino)propyl)-3-((3-(hydroxymethyl)benzyl)amino)propanamide